Trans-3a-methyl-hexahydropyrrolo[3,4-c]pyrrole-2(1H)-carboxylic acid tert-butyl ester C(C)(C)(C)OC(=O)N1C[C@H]2CNC[C@@]2(C1)C